(S)-6-((2-amino-3-chloropyridin-4-yl)thio)-3-(1-amino-6-chloro-1,3-dihydrospiro[inden-2,4'-piperidin]-1'-yl)pyrazine-2-carboxamide NC1=NC=CC(=C1Cl)SC1=CN=C(C(=N1)C(=O)N)N1CCC2(CC1)[C@@H](C1=CC(=CC=C1C2)Cl)N